C(CCCCCCCCCC)C1=CC=CC=C1 Undecylbenzene